C(C)(C)(C)OC(NC1=C2N=CNC2=NC(=N1)SCCCCCC)=O (2-(hexylthio)-9H-purin-6-yl)carbamic acid tert-butyl ester